(2S,3S)-3-methylaspartate C[C@@H]([C@H](N)C(=O)[O-])C(=O)[O-]